C(C1=CC=CC=C1)OC=1C=CC(=C2C=CC(=NC12)O)C(CBr)=O 8-benzyloxy-5-(2-bromoacetyl)-2-hydroxyquinoline